FC(C(C(F)(F)F)(C(F)(F)F)OCC(COC1CC(NC(C1)(C)C)(C)C)(COC(C(F)(F)F)(C(F)(F)F)C(F)(F)F)COC(C(F)(F)F)(C(F)(F)F)C(F)(F)F)(F)F 4-(3-((1,1,1,3,3,3-hexafluoro-2-(trifluoromethyl)propan-2-yl)oxy)-2,2-bis(((1,1,1,3,3,3-hexafluoro-2-(trifluoromethyl)propan-2-yl)oxy)methyl)propoxy)-2,2,6,6-tetramethylpiperidin